FC(CC=1C(=NC=NC1)N1C[C@@H]([C@H](C1)F)F)F 5-(2,2-difluoroethyl)-4-[(3S,4S)-3,4-difluoropyrrolidin-1-yl]pyrimidine